NOC(CCCCCCC\C=C/CCCCCCCC)=O oleic acid amino ester